C1(=CC=CC=C1)[C@H]1CC[C@H](CC1)OC[C@@H]1N(CCC[C@@H]1NS(=O)(=O)C)C(CN1N=CC=C1)=O N-(cis-2-(((cis-4-phenylcyclohexyl)oxy)methyl)-1-(1H-pyrazol-1-ylacetyl)piperidin-3-yl)methanesulfonamide